methyl-N-(3-(3-methyl-1H-1,2,4-triazol-1-yl)-5-(trifluoromethyl)phenyl)-3-(2-(pyrazolo[1,5-a]pyrimidin-6-yl)ethynyl)benzamide mesylate S(C)(=O)(=O)O.CC1=C(C(=O)NC2=CC(=CC(=C2)C(F)(F)F)N2N=C(N=C2)C)C=CC=C1C#CC=1C=NC=2N(C1)N=CC2